O=CCCCCNC(=O)N 1-oxo-5-pentylurea